C1(=CC=C(C=C1)C=1N=NN(C1)C1=CC(=C(C(=O)O)C=C1)O)C=1N=NN(C1)C1=CC(=C(C(=O)O)C=C1)O 4,4'-(1,4-phenylenebis(1H-1,2,3-triazole-4,1-diyl))bis(2-hydroxybenzoic acid)